ClC=1C=C2C(=CN(C2=CC1)C1COC1)C1CCNCC1 5-chloro-1-(oxetan-3-yl)-3-(piperidin-4-yl)-1H-indole